3-ethoxy-5-methoxy-4-methylthiophenethylamine C(C)OC=1C=C(CCN)C=C(C1SC)OC